NC=1N=NC(=CC1C1=CC=C(C=C1)N1CCN(CC1)CC(=O)O)Cl 2-(4-(4-(3-amino-6-chloropyridazin-4-yl)phenyl)piperazin-1-yl)acetic acid